BrC=1C(=CC(=C(C1)NC(OC(C)(C)C)=O)F)Cl tert-butyl (5-bromo-4-chloro-2-fluorophenyl)carbamate